(4aR-8aS)-6-(3-((E)-2-Fluoro-6-(trifluoromethyl)styryl)azetidine-1-carbonyl)hexahydro-2H-pyrido[4,3-b][1,4]oxazin-3(4H)-one FC1=C(/C=C/C2CN(C2)C(=O)N2C[C@@H]3[C@@H](OCC(N3)=O)CC2)C(=CC=C1)C(F)(F)F